((((2R,3S,4R,5R)-5-(6-chloro-4-((3,3-difluorocyclobutyl)amino)-1H-pyrazolo[3,4-d]pyrimidin-1-yl)-3,4-dihydroxytetrahydrofuran-2-yl)methoxy)methyl)phosphonic acid ClC1=NC(=C2C(=N1)N(N=C2)[C@H]2[C@@H]([C@@H]([C@H](O2)COCP(O)(O)=O)O)O)NC2CC(C2)(F)F